CC1=C(N=C2N(C1=O)C=C(C=C2[C@@H](C)NC2=C(C(=O)O)C=CC=C2)C)N2CCN(CC2)C=2C=NN(C2)C (R)-2-((1-(3,7-dimethyl-2-(4-(1-methyl-1H-pyrazol-4-yl)piperazin-1-yl)-4-oxo-4H-pyrido[1,2-a]pyrimidin-9-yl)ethyl)amino)benzoic acid